(2S,4S)-4-fluoro-1-[2-[(3R)-3-(7-quinolylamino)pyrrolidin-1-yl]acetyl]pyrrolidine-2-carbonitrile F[C@H]1C[C@H](N(C1)C(CN1C[C@@H](CC1)NC1=CC=C2C=CC=NC2=C1)=O)C#N